FC(C1=NC(=NO1)C=1C=CC(=NC1)CNC1=CC=C2C=CN=CC2=C1)(F)F N-({5-[5-(trifluoromethyl)-1,2,4-oxadiazol-3-yl]pyridin-2-yl}methyl)isoquinolin-7-amine